NC(C1=CC=CC=C1)(N)N amino-toluenediamine